(R)-1-(6-(3-cyclopropyl-1H-pyrrolo[2,3-b]pyridin-5-yl)-8-(morpholine-3-yl)-3,4-dihydroisoquinolin-2(1H)-yl)-2-hydroxy-2-methylpropan-1-one C1(CC1)C1=CNC2=NC=C(C=C21)C=2C=C1CCN(CC1=C(C2)[C@H]2NCCOC2)C(C(C)(C)O)=O